trimethyl-[2-(triphenylstannyl)ethoxy]silane C[Si](OCC[Sn](C1=CC=CC=C1)(C1=CC=CC=C1)C1=CC=CC=C1)(C)C